COC(=O)C1=NC=NC(=C1)C 6-methylpyrimidine-4-carboxylic acid methyl ester